C(C#C)O[C@@H]1CNCC1 (S)-3-(prop-2-yn-1-yloxy)pyrrolidine